2,2-bis(trifluoromethyl)-4-fluoro-5-chloro-1,3-dioxolane FC(C1(OC(C(O1)F)Cl)C(F)(F)F)(F)F